dimethyl-4-hydroxytryptamine hemi-adipate C(CCCCC(=O)O)(=O)O.CN(CCC1=CNC2=CC=CC(=C12)O)C.CN(CCC1=CNC2=CC=CC(=C12)O)C